(4-((4-(anthracene-9-yl)phenyl)(4-(pyridine-4-yl)phenyl)amino)benzylidene)malononitrile C1=CC=CC2=CC3=CC=CC=C3C(=C12)C1=CC=C(C=C1)N(C1=CC=C(C=C(C#N)C#N)C=C1)C1=CC=C(C=C1)C1=CC=NC=C1